propionimidamide C(CC)(N)=N